C1=CC=CC=2C=CC3=C(C4=C(S3)C=CC=C4)C12 benzo[B]naphtho[1,2-D]thiophene